ClC=1C=C(C=CC1OC(F)F)NC(=O)N1[C@@H]2CC=3C(=CNC(C3)=O)[C@H]1CC2 (6S,9R)-N-(3-chloro-4-(difluoromethoxy)phenyl)-3-oxo-3,5,6,7,8,9-hexahydro-2H-6,9-epiminocyclohepta[c]pyridine-10-carboxamide